2-fluoro-N-methyl-4-(7-(quinolin-6-ylmethyl)imidazo[1,2-b][1,2,4]triazin-2-yl)benzamide dihydrochloride salt Cl.Cl.FC1=C(C(=O)NC)C=CC(=C1)C=1C=NC=2N(N1)C(=CN2)CC=2C=C1C=CC=NC1=CC2